lead-vanadium [V].[Pb]